trans-4-(3-(4-(2-([2,2'-Bipyrimidin]-5-yl)cyclopropyl)-2,6-difluorophenoxy)propyl)morpholine N1=C(N=CC(=C1)[C@H]1[C@@H](C1)C1=CC(=C(OCCCN2CCOCC2)C(=C1)F)F)C1=NC=CC=N1